4-fluoro-N-(5-nitropyridin-2-yl)benzamide FC1=CC=C(C(=O)NC2=NC=C(C=C2)[N+](=O)[O-])C=C1